(2S)-2-amino-3-(2-chloro-5-cyano-phenyl)-N-[4-(3-methylimidazol-4-yl)phenyl]propanamide N[C@H](C(=O)NC1=CC=C(C=C1)C=1N(C=NC1)C)CC1=C(C=CC(=C1)C#N)Cl